3-Bromo-N-tert-butyl-2-(3-cyanophenyl)pyrazolo[1,5-a]pyrimidine-5-carboxamide BrC=1C(=NN2C1N=C(C=C2)C(=O)NC(C)(C)C)C2=CC(=CC=C2)C#N